tert-butyl (S)-(2-aminopropyl)carbamate hydrochloride Cl.N[C@H](CNC(OC(C)(C)C)=O)C